1-(2,2,2-trifluoroethyl)-2',3'-dihydro-1'H-spiro[piperidine-4,4'-quinoline] FC(CN1CCC2(CCNC3=CC=CC=C23)CC1)(F)F